C12=CNC=3C=CC4(C5(C13)C1=C(C=CC=C1C=C4NCC5)O)C2 6,11b-(epiminoethano)-1,5a-methanonaphtho[1,2-e]indol-11-ol